C[Se]C=1C=C(C=C(C1OC)OC)N1C(C([C@@H]1C1=CC(=C(C=C1)OC)O)=C)=O (S)-1-(3-methylseleno-4,5-dimethoxyphenyl)-4-(3-hydroxy-4-methoxyphenyl)-3-methyleneazetidin-2-one